C(#N)C1=C(SC2=C1C(=NC=C2F)C=2C1=C(C=3C=NC(=NC3C2F)N2CC(C(C2)N(C)C)C(F)F)COC1)NC(OC(C)(C)C)=O tert-butyl (3-cyano-4-(3-(3-(difluoromethyl)-4-(dimethylamino)pyrrolidin-1-yl)-5-fluoro-7,9-dihydrofuro[3,4-f]quinazolin-6-yl)-7-fluorothieno[3,2-c]pyridin-2-yl)carbamate